The molecule is a glycosylglucose consisting of beta-L-fucopyranose and alpha-D-glucopyranose residues joined in sequence by a (1->4) glycosidic bond. It derives from a beta-L-fucose and an alpha-D-glucose. C[C@H]1[C@H]([C@H]([C@@H]([C@H](O1)O[C@@H]2[C@H](O[C@@H]([C@@H]([C@H]2O)O)O)CO)O)O)O